((3S,5R)-5-(6-cyclopropylimidazo[1,2-a]pyridin-2-yl)pyrrolidin-3-yl)methanol C1(CC1)C=1C=CC=2N(C1)C=C(N2)[C@H]2C[C@@H](CN2)CO